C[C@@H]1NC[C@H]1CS(=O)(=O)C (2s,3r)-2-methyl-3-((methanesulfonyl)methyl)azetidine